nickel-thallium [Tl].[Ni]